C(#N)N1C[C@H](CC1)C(=O)NC=1SC2=C(N1)C=CC(=C2)C=2C(=NOC2C)C (S)-1-cyano-N-(6-(3,5-dimethylisoxazol-4-yl)benzo[d]thiazol-2-yl)pyrrolidine-3-carboxamide